OC1=C(C(N(C=C1)C)=O)NC(N[C@@H](CC(=O)O)C1=CC=C(S1)C1=CSC=C1C)=O (S)-3-(3-(4-hydroxy-1-methyl-2-oxo-1,2-dihydropyridin-3-yl)ureido)-3-(4'-methyl-[2,3'-bithiophene]-5-yl)propionic acid